C(CCCC)S(=O)(=O)N n-pentanesulfonamide